3-(2,5-dimethylpyrrol-1-yl)-1,4-dimethyl-pyrazole CC=1N(C(=CC1)C)C1=NN(C=C1C)C